NC1=CC2=C(CC=NCC2)C=C1 7-amino-4,5-dihydro-1H-benzo[d]azepine